Tert-Butyl (R)-2-(methoxy(methyl)carbamoyl)pyrrolidine-1-carboxylate CON(C(=O)[C@@H]1N(CCC1)C(=O)OC(C)(C)C)C